FC=1C=C(C=C(C1O)F)\C=C/1\C(N(C(=N1)C)CC(F)(F)F)=O (5Z)-5-[(3,5-difluoro-4-hydroxyphenyl)methylene]-3,5-dihydro-2-methyl-3-(2,2,2-trifluoroethyl)-4H-imidazol-4-one